4-((2R,3S,4S,5R)-3-(2-(difluoromethoxy)-4-fluoro-3-methylphenyl)-4,5-dimethyl-5-(trifluoromethyl)tetrahydrofuran-2-carboxamido)picolinamide FC(OC1=C(C=CC(=C1C)F)[C@H]1[C@@H](O[C@]([C@H]1C)(C(F)(F)F)C)C(=O)NC1=CC(=NC=C1)C(=O)N)F